FC1=CC=C(C=C1)N1/C(/S\C(\C1=O)=C/C1=CC2=C(OCCO2)C=C1)=N/C1=CC=CC=C1 (2Z,5Z)-3-(4-fluorophenyl)-5-((2,3-dihydrobenzo[b][1,4]dioxin-6-yl)methylene)-2-(phenylimino)thiazolidin-4-one